3-(allyl(methyl)amino)-4-((4-(5-(trifluoromethyl)-1,2,4-oxadiazol-3-yl)phenyl)amino)cyclobut-3-ene-1,2-dione C(C=C)N(C=1C(C(C1NC1=CC=C(C=C1)C1=NOC(=N1)C(F)(F)F)=O)=O)C